ethyl-5-chloro-3-(methylthio)-1,2,4-triazine-6-carboxylic acid C(C)OC(=O)C1=C(N=C(N=N1)SC)Cl